1-[(2S,4R)-4-hydroxy-2-[4-(3-phenylazetidine-1-carbonyl)-1H-imidazol-2-yl]pyrrolidin-1-yl]-2-(3-methoxyisoxazol-5-yl)-3-methylbutan-1-one O[C@@H]1C[C@H](N(C1)C(C(C(C)C)C1=CC(=NO1)OC)=O)C=1NC=C(N1)C(=O)N1CC(C1)C1=CC=CC=C1